FC=1C=C(C(=C(N)C1)C)C=1N=C2N(C=CC=C2)C1 5-fluoro-3-(imidazo[1,2-a]pyridin-2-yl)-2-methylaniline